2-ethylhexyl dodecanoate (laurate) C(CCCCCCCCCCC)(=O)O.C(CCCCCCCCCCC)(=O)OCC(CCCC)CC